dicyclopentadiene diformate C(=O)O.C(=O)O.C1=CC=CC1.C1=CC=CC1